N1-(6-ethylpyridin-3-yl)cyclohexane-1,4-diamine C(C)C1=CC=C(C=N1)NC1CCC(CC1)N